C(C)(C)NC(O[C@H]1C[C@H](CC1)C=1NN=C(C1)NC(=O)[C@H]1[C@@H](C1)C1=C(C(=CC=C1)OCC1=CC=CC=C1)C=O)=O (1R,3S)-3-{5-[(1R,2R)-2-[3-(benzyloxy)-2-formylphenyl]cyclopropaneamido]-2H-pyrazol-3-yl}cyclopentyl N-isopropylcarbamate